3-(3-Hydroxyphenyl)-4-methyl-2-{4-[(Z)-3-((R)-3-methylpyrrolidin-1-yl)propenyl]phenyl}-2H-chromen-6-ol OC=1C=C(C=CC1)C=1C(OC2=CC=C(C=C2C1C)O)C1=CC=C(C=C1)\C=C/CN1C[C@@H](CC1)C